CC1=CC(=NC=C1)N1C(CCC1=O)=O 1-(4-methyl-2-pyridyl)pyrrolidine-2,5-dione